N-(1-(4-(sec-butyl)phenyl)-3-methyl-1H-pyrazolo[3,4-b]pyridin-5-yl)acrylamide C(C)(CC)C1=CC=C(C=C1)N1N=C(C=2C1=NC=C(C2)NC(C=C)=O)C